C(C)(C)(C)OC(=O)N1CCC(CC1)N1C=C(C=2C1=NC=C(C2)C=2C(=NOC2C)C)C=2C(=CC(=NC2OCC)C(=O)O)OCC 5-(1-(1-(tert-butoxycarbonyl)piperidin-4-yl)-5-(3,5-dimethylisoxazol-4-yl)-1H-pyrrolo[2,3-b]pyridin-3-yl)-4,6-diethoxypicolinic acid